C1=C(C=CC2=CC=CC=C12)C=1C=C2C=CC(=C(C2=CC1)C1=C(C=CC2=CC(=CC=C12)C1=CC2=CC=CC=C2C=C1)OCCO)OCCO 6,6'-di-(2-naphthyl)-2,2'-bis-(2-hydroxyethoxy)-1,1'-binaphthyl